2-Ethyl alcohol CCO